C(C)C1=C(C=C(C(=C1)O)F)C1=CC=C2C(=NNC2=C1)C=1NC=C(N1)CC1N(CCC1C(=O)N)C ((2-(6-(2-ethyl-5-fluoro-4-hydroxyphenyl)-1H-indazol-3-yl)-1H-imidazol-4-yl)methyl)-1-methylpyrrolidine-3-carboxamide